S(=O)(=O)([O-])[O-].[Co+2].[Ni+2].S(=O)(=O)([O-])[O-] nickel cobalt sulfate salt